6-amino-7-fluoro-4,4-dimethyl-2,3-dihydroisoquinolin-1-one NC=1C=C2C(CNC(C2=CC1F)=O)(C)C